(R)-1'-(6-((2-amino-3-chloropyridin-4-yl)thio)-1,2,4-triazin-3-yl)-4-chloro-1,3-dihydrospiro[indene-2,4'-piperidin]-1-amine NC1=NC=CC(=C1Cl)SC1=CN=C(N=N1)N1CCC2(CC1)[C@H](C1=CC=CC(=C1C2)Cl)N